octadecenylsulfonate C(=CCCCCCCCCCCCCCCCC)S(=O)(=O)[O-]